C(#N)C1(CC1)COC=1C=C2C(=C(C(N(C2=CC1)C)=O)C#N)N1CCC(CC1)(C=1OC2=C(N1)C=C(C=C2)C)C 6-[(1-cyanocyclopropyl)methoxy]-1-methyl-4-[4-methyl-4-(5-methyl-1,3-benzooxazol-2-yl)piperidin-1-yl]-2-oxo-1,2-dihydroquinoline-3-carbonitrile